ClC1=C(CON=C2CCCC=3N=C(SC32)N3CCN(CC3)C(CN3N=C(C=C3C)C(F)(F)F)=O)C(=CC=C1)F 2-{4-[2-(5-methyl-3-trifluoromethyl-pyrazol-1-yl)-acetyl]-piperazin-1-yl}-5,6-dihydro-4H-benzothiazol-7-one-O-(2-chloro-6-fluoro-benzyl) oxime